Cl.Cl.CC(CC(CN)N)C 4-Methylpentane-1,2-diamine dihydrochloride